7-bromo-6,8-difluoro-2-(((2R,7aS)-2-fluorotetrahydro-1H-pyrrolizin-7a(5H)-yl)methoxy)-4-(piperidin-1-yl)quinazoline BrC1=C(C=C2C(=NC(=NC2=C1F)OC[C@]12CCCN2C[C@@H](C1)F)N1CCCCC1)F